N1=C2C(=NC=C1)N=CC(=C2)NCC#CC=2N(C1=CC=CC(=C1C2)NC2CCS(CC2)(=O)=O)CC(F)(F)F 4-({2-[3-({pyrido[2,3-b]pyrazin-7-yl}amino)prop-1-yn-1-yl]-1-(2,2,2-trifluoroethyl)-1H-indol-4-yl}amino)-1λ6-thiane-1,1-dione